N-(tert-butoxycarbonyl)-N-(1-(2-cyanophenyl)piperidin-4-yl)glycine C(C)(C)(C)OC(=O)N(CC(=O)O)C1CCN(CC1)C1=C(C=CC=C1)C#N